FC1=C(C=C2C=C(N=CC2=C1)NC(=O)C1C(C1)C1=NC=CC=C1)C1CCN(CC1)[C@@]1(COC[C@@H]1O)C N-(7-fluoro-6-(1-((3R,4R)-4-hydroxy-3-methyltetrahydrofuran-3-yl)piperidin-4-yl)isoquinolin-3-yl)-2-(pyridin-2-yl)cyclopropane-1-carboxamide